1-phenyl-1H-1,2,3-triazol C1(=CC=CC=C1)N1N=NC=C1